CN1C(C(=CC(=C1)C=1C=CC2=C(N(C(=N2)C2CCOCC2)CCOC(F)(F)F)C1)C)=O 1,3-dimethyl-5-[2-(oxan-4-yl)-1-[2-(trifluoromethoxy)ethyl]-1H-1,3-benzodiazol-6-yl]-1,2-dihydropyridin-2-one